methyl (S)-6-diazo-2-((S)-2-(methylthio) propanamido)-5-oxohexanoate [N+](=[N-])=CC(CC[C@@H](C(=O)OC)NC([C@H](C)SC)=O)=O